N-[(3S,5R)-5-methylpyrrolidin-3-yl]-2-(1-phenyl-1H-pyrazol-4-yl)-N-(propan-2-yl)-1,3-thiazole-4-carboxamide C[C@@H]1C[C@@H](CN1)N(C(=O)C=1N=C(SC1)C=1C=NN(C1)C1=CC=CC=C1)C(C)C